(Z)-2-hydroxy-8-(4-hydroxyphenyl)-4,5-diimino-4,5-dihydro-9H-1,3,6-trioxonin-9-one OC1OC(\C(=C/OC(C(O1)=N)=N)\C1=CC=C(C=C1)O)=O